C(C)(C)(C)OC(CCCCCCCCCCCCCCC(=O)O)=O hexadecanedioic acid mono-tertbutyl ester